5-nitrobenzo[c][1,2,5]thiadiazole [N+](=O)([O-])C1=CC=2C(=NSN2)C=C1